tert-butyl (R)-(1-(6-bromo-1-((2-(trimethylsilyl)ethoxy)methyl)-1H-benzo[d]imidazol-2-yl)-2-((1,1,1-trifluoro-2-methylpropan-2-yl)oxy)ethyl)carbamate BrC=1C=CC2=C(N(C(=N2)[C@H](COC(C(F)(F)F)(C)C)NC(OC(C)(C)C)=O)COCC[Si](C)(C)C)C1